NC=1SC2=C(N1)CC[C@H](C2)NCCC (6R)-2-amino-4,5,6,7-tetrahydro-6-(propylamino)benzothiazole